[Co].O1CCCC1 tetrahydrofurane cobalt